2,2-difluoroethane-1-sulfonyl chloride FC(CS(=O)(=O)Cl)F